ClC1=CC=C(CN2N=C3C4=C(CCC3=C2)OC(=C4C)C(=O)NCCC4=CC=C(C=C4)SC)C=C1 2-(4-chlorobenzyl)-8-methyl-N-{2-[4-(methylsulfanyl)phenyl]ethyl}-4,5-dihydro-2H-furo[2,3-g]indazole-7-carboxamide